FC1=CC(=C(C(=O)O)C=C1)OCC(F)(F)F 4-fluoro-2-(2,2,2-trifluoroethoxy)benzoic acid